8-(4-chloro-2-fluorophenyl)-2,3-dimethyl-6-(6-(1-methyl-1H-pyrazol-4-yl)-5-oxa-8-azaspiro[3.5]non-8-yl)pyrimido[5,4-d]pyrimidin-4(3H)-one ClC1=CC(=C(C=C1)C1=NC(=NC2=C1N=C(N(C2=O)C)C)N2CC(OC1(CCC1)C2)C=2C=NN(C2)C)F